3-(3-Chloro-4-fluorophenyl)-1-(1-(1-oxo-1,2-dihydroisoquinolin-4-yl)ethyl)-1-(((R)-tetrahydrofurane-2-yl)methyl)urea ClC=1C=C(C=CC1F)NC(N(C[C@@H]1OCCC1)C(C)C1=CNC(C2=CC=CC=C12)=O)=O